methyl 5-chloro-2-(4-chloro-1H-1,2,3-triazol-1-yl)benzoate ClC=1C=CC(=C(C(=O)OC)C1)N1N=NC(=C1)Cl